N-(4-fluoro-2-methylbenzyl)-2,2-dimethoxyethan-1-amine FC1=CC(=C(CNCC(OC)OC)C=C1)C